[Co+2].N1=C(C=CC=C1)C1=NC=CC=C1.N1=C(C=CC=C1)C1=NC=CC=C1 bis-2,2'-bipyridyl cobalt (II)